Br.N12CCCCCC2=NCCC1 1,8-diazabicyclo-[5.4.0]undec-7-ene hydrobromide